dimethylmethanephosphonate CC(P([O-])(=O)[O-])C